2-(6-Cyclopropylpyridin-3-yl)-N-[(3S)-2-oxo-5-phenyl-1,3-dihydro-1,4-benzodiazepin-3-yl]pyrazolo[1,5-a]pyrimidine-3-carboxamide C1(CC1)C1=CC=C(C=N1)C1=NN2C(N=CC=C2)=C1C(=O)N[C@@H]1C(NC2=C(C(=N1)C1=CC=CC=C1)C=CC=C2)=O